NC[C@H]1NC([C@H](SCC1)C1=CC=C(C=C1)OC1=CC=C(C=C1)C(F)(F)F)=O (2R,5S)-5-(aminomethyl)-2-[4-[4-(trifluoromethyl)phenoxy]phenyl]-1,4-thiazepan-3-one